ethyl 2-(3-ethoxypyridin-2-yl)-2,2-difluoroacetate C(C)OC=1C(=NC=CC1)C(C(=O)OCC)(F)F